O=C1NC(CCC1N1C(N(C2=C1C=CC(=C2)N2CCC(CC2)N(C(OC(C)(C)C)=O)C)C)=O)=O 1-Tert-butyl (1-(1-(2,6-dioxopiperidin-3-yl)-3-methyl-2-oxo-2,3-dihydro-1H-benzo[d]imidazol-5-yl)piperidin-4-yl)(methyl)carbamate